1,4,8,11-tetrakis(3,4-dimethoxyphenyl)quinoxalino[2,3-b]phenazine-6,13-dione COC=1C=C(C=CC1OC)C1=CC=C(C2=NC3=C(C(C4=NC5=C(C=CC(=C5N=C4C3=O)C3=CC(=C(C=C3)OC)OC)C3=CC(=C(C=C3)OC)OC)=O)N=C12)C1=CC(=C(C=C1)OC)OC